BrC(C)C=1C=C(C=C2C(N(C(=NC12)C1=CC=CC=C1)C)=O)C 8-(1-bromoethyl)-3,6-dimethyl-2-phenylquinazolin-4(3H)-one